FC1=C(C=C(C(=C1)C1=NC(=CC=C1)O)F)CC=1N(C2=C(N1)C(=CC(=C2)C(=O)OCC)F)CCOC Ethyl 2-[[2,5-difluoro-4-(6-hydroxy-2-pyridyl)phenyl]methyl]-7-fluoro-3-(2-methoxyethyl)benzimidazole-5-carboxylate